BrC1=NN(C=C1COC)COCC[Si](C)(C)C 2-[[3-bromo-4-(methoxymethyl)pyrazol-1-yl]methoxy]ethyl-trimethyl-silane